N(N)C1=NN=C(N1)CCC 3-hydrazino-5-propyl-4H-1,2,4-triazole